bishydroxyethyl-5,5-dimethylhydantoin OCCN1C(N(C(C1=O)(C)C)CCO)=O